FC(C(=O)O)(F)F.NCC(C1CC1)N1C(C2=CC=C(C=C2C1)C1=CN=C2N1C=C(N=C2N)C(F)(F)F)=O 2-(2-Amino-1-cyclopropylethyl)-5-(8-amino-6-(trifluoromethyl)imidazo[1,2-a]pyrazin-3-yl)isoindolin-1-one, trifluoroacetate salt